ClC=1C=C2C(NC=NC2=C(C1)Cl)=O 6,8-dichloro-4(3H)quinazolinone